C(C=C)(=O)N1C[C@@H](N(C[C@H]1C)C=1C2=C(N(C(N1)=O)C=1C(=NC=NC1C(C)C)C(C)C)N=C(C(=C2)F)Cl)C 4-((2S,5R)-4-acryloyl-2,5-dimethylpiperazin-1-yl)-7-chloro-1-(4,6-diisopropylpyrimidin-5-yl)-6-fluoropyrido[2,3-d]Pyrimidin-2(1H)-one